COC(=O)[C@@H]1C[C@H](CCC1)OC=1C(=NC(=CC1)C=1N=NN(C1CN(C)C(=O)OCCCC)C)C1CC1 (1S,3S)-methyl-3-((6-(5-(((butoxycarbonyl)(methyl)amino)methyl)-1-methyl-1H-1,2,3-triazol-4-yl)-2-cyclopropylpyridin-3-yl)oxy)cyclohexanecarboxylate